4-ethyl-1,9-nonanediamine C(C)C(CCCN)CCCCCN